NC1=CC=C(C=N1)N1CC(C1)C(=O)O 1-(6-aminopyridin-3-yl)azetidine-3-carboxylic acid